BrCC(C(CCCCl)=O)Br 1,2-dibromo-6-chlorohexane-3-one